2,2,2-trifluoro-3'-(trifluoromethyl)acetophenone FC(C(=O)C1=CC(=CC=C1)C(F)(F)F)(F)F